5-(pyridin-4-yloxy)isoindolin-1-one N1=CC=C(C=C1)OC=1C=C2CNC(C2=CC1)=O